1-(5'H,7'H-spiro[cyclopropane-1,4'-thieno[2,3-c]pyran]-7'-yl)-N-methylmethanamine S1C=CC2=C1C(OCC21CC1)CNC